BrC=1C=CC(=NC1)C(CC1CC1)N1N=CC(=C1)C1=CN=C(S1)N(C(OC(C)(C)C)=O)CC1=CC=C(C=C1)OC tert-butyl (5-(1-(1-(5-bromopyridin-2-yl)-2-cyclopropylethyl)-1H-pyrazol-4-yl)thiazol-2-yl)(4-methoxybenzyl)carbamate